C(C)(C)(C)OC(=O)N1CC(CC1)OC(=O)C1=CC2=C(N=C(O2)C2=CC(=CC(=C2)Cl)Cl)C=C1 (1-tert-butoxycarbonylpyrrolidin-3-yl)2-(3,5-dichlorophenyl)-1,3-benzoxazole-6-carboxylate